[Na].[Ta].[Nb] niobium tantalum, sodium salt